(3-methoxypyrid-4-yl)boronic acid COC=1C=NC=CC1B(O)O